methyl 4-amino-1-(benzo[d]oxazol-6-yl)-7-bromo-2-oxo-1,2-dihydroquinoline-3-carboxylate NC1=C(C(N(C2=CC(=CC=C12)Br)C1=CC2=C(N=CO2)C=C1)=O)C(=O)OC